C(CCCCCCCCCCCCC)(=O)OC[C@H](COC(CCNC(=O)OC(C)(C)C)=O)OC(CCCCCCCCCCCCC)=O (R)-3-((3-((tert-butoxycarbonyl)amino)propanoyl)oxy)propane-1,2-diyl ditetradecanoate